tert-butyl 4-(6-(8-fluoro-2-methylimidazo[1,2-a]pyridine-6-carboximidamido) pyridin-3-yl)-2,2-dimethylpiperazine-1-carboxylate FC=1C=2N(C=C(C1)C(NC1=CC=C(C=N1)N1CC(N(CC1)C(=O)OC(C)(C)C)(C)C)=N)C=C(N2)C